COC([C@@H]([C@@H](NC(C1=CC=CC=C1)=O)C1=CC=CC=C1)O)=O (2r,3s)-N-benzoyl-3-phenylisoserine methyl ester